ClC=1C=C(C=CC1)NCC(=O)N1C2CC(C(C1C(=O)NC(CC1C(NCC1)=O)C=C(S(=O)(=O)C)F)CC2)(F)F 2-((3-chlorophenyl)glycyl)-5,5-difluoro-N-(4-fluoro-4-(methylsulfonyl)-1-(2-oxopyrrolidin-3-yl)but-3-en-2-yl)-2-azabicyclo[2.2.2]octane-3-carboxamide